N-((2R,4R)-3-acryloyl-2,4-dimethyl-1-oxa-3,8-diazaspiro[4.5]decane-8-carbonyl)-N-methyl-L-valine C(C=C)(=O)N1[C@H](OC2([C@H]1C)CCN(CC2)C(=O)N([C@@H](C(C)C)C(=O)O)C)C